NC=1N=NC(=CC1C=1C=NN(C1)C1CCN(CC1)C(=O)N(C)C1CCN(CC1)C1=C2CCN(C2=CC=C1)C1C(NC(CC1)=O)=O)C1=C(C=CC=C1)O 4-[4-[3-amino-6-(2-hydroxyphenyl)pyridazin-4-yl]pyrazol-1-yl]-N-[1-[1-(2,6-dioxo-3-piperidyl)indolin-4-yl]-4-piperidyl]-N-methyl-piperidine-1-carboxamide